N1=C(C=NC=C1)C(=N)N pyrazine-2-formamidine